1-methyl-N-(8-methyl-7-(3-(trifluoromethyl)phenoxy)-2,3-dihydrobenzo[b][1,4]dioxin-5-yl)-5-oxopyrrolidine-2-carboxamide CN1C(CCC1=O)C(=O)NC1=CC(=C(C=2OCCOC21)C)OC2=CC(=CC=C2)C(F)(F)F